O1C(=CC=C1)CC1=C(C=CC(=C1)C)O 2-(furan-2-ylmethyl)-4-methylphenol